FC1=C(C=CC(=C1)OC1=NN(C=C1)CC1=NC=CC(=C1)C)NC1=C2C(=NC=N1)NN=C2C2CCN(CC2)C(C=C)=O 1-(4-(4-((2-fluoro-4-((1-((4-methylpyridin-2-yl)methyl)-1H-pyrazol-3-yl)oxy)phenyl)amino)-1H-pyrazolo[3,4-d]pyrimidin-3-yl)piperidin-1-yl)prop-2-en-1-one